CC=1SC(=CN1)S(=O)(=O)N1CCC(CC1)C1=CC2=C(OC(C(O2)([2H])[2H])([2H])[2H])C=C1C 2-methyl-5-((4-(7-methyl-2,3-dihydrobenzo[b][1,4]dioxin-6-yl-2,2,3,3-d4)piperidin-1-yl)sulfonyl)thiazole